N1N=C(C=C1)C=1C=C(C#N)C=CC1 3-(1H-pyrazol-3-yl)benzonitrile